NC1=C(C2=C(S1)CC(CC2)(C(NC)=O)NC(=O)OCC2=CC=CC=C2)C(=O)OC(C)(C)C tert-butyl 2-amino-6-(((benzyloxy) carbonyl) amino)-6-(methylcarbamoyl)-4,5,6,7-tetrahydrobenzo[b]thiophene-3-carboxylate